O=C1[C@H](C2SCC(=C(N12)C(=O)O)CSC1=CC=CC=C1)NC(=O)[C@@H]1CNCCC1 (7R)-8-oxo-3-((phenylthio)methyl)-7-((S)-piperidine-3-carboxamido)-5-thia-1-azabicyclo[4.2.0]oct-2-ene-2-carboxylic acid